FC=1C=C(C=CC1NC(CNN)=O)S(=O)(=O)NC1=C(N=CS1)C(=O)O 5-[[3-fluoro-4-[(2-hydrazinoacetyl)amino]phenyl]sulfonylamino]thiazole-4-carboxylic acid